OCCC#CC=1C=C2C(=NC=NN2C1)C=1C=CC2=C(OCCCC2NC(OC(C)(C)C)=O)C1 tert-butyl (8-(6-(4-hydroxybut-1-yn-1-yl)pyrrolo[2,1-f][1,2,4]triazin-4-yl)-2,3,4,5-tetrahydrobenzo[b]oxepin-5-yl)carbamate